C(C)(C)(C)C=1OC=NN1 2-tert-butyl-1,3,4-oxadiazole